Butyl-3-methylphenol C(CCC)C1=C(C=CC=C1C)O